BrC1=CC2=C(C3(OCC2=O)CC(N(CC3)C(C(F)(F)F)=O)C=3N=NN(C3)C)S1 2'-bromo-2-(1-methyltriazol-4-yl)-1-(2,2,2-trifluoroacetyl)spiro[piperidine-4,7'-thieno[2,3-c]pyran]-4'-one